(E)-1-(3-(4-((4-([1,2,4]triazolo[1,5-a]pyridin-7-yloxy)-3-methyl-phenyl)amino)pyrrolo[2,1-f][1,2,4]triazin-5-yl)azetidin-1-yl)-4-bromobut-2-en-1-one N=1C=NN2C1C=C(C=C2)OC2=C(C=C(C=C2)NC2=NC=NN1C2=C(C=C1)C1CN(C1)C(\C=C\CBr)=O)C